CC1(CCN(CC1)C(C(=O)N[C@@H](C(=O)NCC1=CC=C(C=C1)O)CCCNC(=N)N)C1=CC=CC=C1)C (2R)-2-(2-(4,4-dimethylpiperidin-1-yl)-2-phenylacetamido)-5-guanidino-N-(4-hydroxybenzyl)pentanamide